NC1=CC(=C(C=N1)N1CCN(CC1)C(=O)OC(C)(C)C)C tert-butyl 4-(6-amino-4-methylpyridin-3-yl)piperazine-1-carboxylate